C(C)(CC)C=1C(=C(C=CC1NCCCCC)NCCCCC)C(C)CC di-sec-butyl-N1,N4-diamyl-benzene-1,4-diamine